1-(2,3-dihydrobenzo[1,4]dioxin-2-ylmethyl)-3-(3-fluorophenyl)piperidine O1C(COC2=C1C=CC=C2)CN2CC(CCC2)C2=CC(=CC=C2)F